5-chloro-N-(3-methoxy-2,6-dimethylphenyl)-1-methyl-1H-benzo[d]imidazol-4-amine ClC1=C(C2=C(N(C=N2)C)C=C1)NC1=C(C(=CC=C1C)OC)C